ClC=1C=CC(=C(C1)C1N(CCOC1)C(=O)OC(C)(C)C)CNC1=C(NC=C1)C(=O)OCC tert-Butyl 3-(5-chloro-2-(((2-(ethoxycarbonyl)-1H-pyrrol-3-yl)amino)methyl)phenyl)morpholine-4-carboxylate